(R)-N-(3-(benzyloxy)-4-((benzyloxy)carbamoyl)phenyl)-N-(4-cyclohexylbenzyl)-1-((perfluorophenyl)sulfonyl)azetidine-2-carboxamide C(C1=CC=CC=C1)OC=1C=C(C=CC1C(NOCC1=CC=CC=C1)=O)N(C(=O)[C@@H]1N(CC1)S(=O)(=O)C1=C(C(=C(C(=C1F)F)F)F)F)CC1=CC=C(C=C1)C1CCCCC1